S1C=NC2=C1C=CC(=C2)C(C)NCC2CC2 1-(Benzo[d]thiazol-5-yl)-N-(cyclopropylmethyl)ethane-1-amine